NC1=NC(N(C=C1)[C@@H]1O[C@@H]([C@H]([C@H]1O)O)CO)=O 4-amino-1-[(2R,3R,4S,5R)-3,4-dihydroxy-5-(hydroxymethyl)oxolan-2-yl]Pyrimidine-2(1H)-one